C(C)(C)(C)OC(=O)N1C(CNCC1C)(C)C=1C=NC(=NC1)C#N (2-cyanopyrimidin-5-yl)-2,6-dimethylpiperazine-1-carboxylic acid tert-butyl ester